N-(7-methoxy-1H-benzo[d]imidazol-2-yl)-2-(4-methoxy-2-methylbenzoyl)hydrazinecarbothioamide COC1=CC=CC2=C1NC(=N2)NC(=S)NNC(C2=C(C=C(C=C2)OC)C)=O